NC1=CC(=NC=N1)C(=O)O 6-AMINO-PYRIMIDINE-4-CARBOXYLIC ACID